Ethyl-1-{2-bromo-4-fluoro-5-[2,6-dioxo-4-(trifluoromethyl)-3,6-dihydropyrimidin-1(2H)-yl]phenoxy}cyclobutancarboxylat C(C)OC(=O)C1(CCC1)OC1=C(C=C(C(=C1)N1C(NC(=CC1=O)C(F)(F)F)=O)F)Br